6-(cyclohex-1-en-1-yl)-2-(3-methoxy-2,6-dimethylbenzyl)-5-methylpyridazin-3(2H)-one C1(=CCCCC1)C=1C(=CC(N(N1)CC1=C(C(=CC=C1C)OC)C)=O)C